C(C1=CC=CC=C1)OC=1C=C(C=CC1)B(O)O 3-BENZYLOXYPHENYLBORONIC ACID